FC(C(=O)O)(F)F.FC1=CC=CC2=C1SC=C2C#N 7-fluorobenzo[B]thiophene-3-carbonitrile trifluoroacetate salt